BrC1=CC(=C(C=C1F)N1C(C=CC2=CC(=CC=C12)S(=O)(=O)NC1=NOC=C1)=O)OC (P)-1-(4-bromo-5-fluoro-2-methoxyphenyl)-N-(isoxazol-3-yl)-2-oxo-1,2-dihydroquinoline-6-sulfonamide